N-Nitrosophenylhydroxylamin N(=O)N(O)C1=CC=CC=C1